5-acetylamino-3-(4,4,5,5-tetramethyl-1,3,2-dioxaborolan-2-yl)-1H-pyrrolo[2,3-c]pyridine-1-carboxylic acid tert-butyl ester C(C)(C)(C)OC(=O)N1C=C(C=2C1=CN=C(C2)NC(C)=O)B2OC(C(O2)(C)C)(C)C